C(C)(C)(C)OC(=O)N1[C@@H](COCC1)C=1C=C(C=C2CCN(CC12)C(C(C)(C)O)=O)C=1C=C2C(=NC1)NC=C2Cl (R)-3-(6-(3-chloro-1H-pyrrolo[2,3-b]pyridin-5-yl)-2-(2-hydroxy-2-methylpropanoyl)-1,2,3,4-tetrahydroisoquinolin-8-yl)morpholine-4-carboxylic acid tert-butyl ester